C(CC1=CC=CC=C1)C1CCC12N(CCCC2)C(=O)N phenethyl-5-azaspiro[3.5]nonane-5-carboxamide